CC(CC)C1CN(CCN1)C=1N=NC(=CN1)C1=C(C=C(C=C1)C=1C=NNC1)O 2-{3-[3-(but-2-yl)piperazin-1-yl]-1,2,4-triazin-6-yl}-5-(1H-pyrazol-4-yl)phenol